OC(COCC1=CC(=C2CNC(C2=C1)=O)C(F)(F)F)(C)C 6-[(2-hydroxy-2-methylpropyloxy)methyl]-4-(trifluoromethyl)-3H-isoindol-1-one